S1CCC=C1 2,3-Dihydrothiophen